2-nitro-4-((tetrahydro-2H-pyran-4-yl)oxy)phenol [N+](=O)([O-])C1=C(C=CC(=C1)OC1CCOCC1)O